[H-].[Na+] Natrium hydrid